methyl 2-[(1S)-2-[tert-butyl(dimethyl)silyl]oxy-1-methyl-ethyl]-5-ethoxy-pyrazole-3-carboxylate [Si](C)(C)(C(C)(C)C)OC[C@H](C)N1N=C(C=C1C(=O)OC)OCC